N-(1-(6-methyl-4,8-dioxo-1,3,6,2-dioxazaborocan-2-yl)hept-2-en-1-yl)methanesulfenamide CN1CC(OB(OC(C1)=O)C(C=CCCCC)NSC)=O